(4-fluorophenoxy)-1-(thiophen-2-yl)-N-methylpropylamine hydrochloride Cl.FC1=CC=C(ON(C)C(CC)C=2SC=CC2)C=C1